(6S)-4-(4-chlorophenyl)-N-(4-hydroxyphenyl)-2,3,9-trimethyl-6H-thieno[3,2-f][1,2,4]triazolo[4,3-a][1,4]diazepine-6-acetamide ClC1=CC=C(C=C1)C1=N[C@H](C=2N(C3=C1C(=C(S3)C)C)C(=NN2)C)CC(=O)NC2=CC=C(C=C2)O